(E)-2-(2,4,7-trimethyl-1-oxooctan-2,6-dien-4-yl)benzonitrile C/C(/C=O)=C\C(CC=C(C)C)(C)C1=C(C#N)C=CC=C1